1-[6-[5-[(6-Methylpyridazin-3-yl)amino]benzimidazol-1-yl]-2-[3-(trifluoromethyl)-4,5,6,7-tetrahydropyrazolo[4,3-c]pyridin-1-yl]-3-pyridinyl]ethanone CC1=CC=C(N=N1)NC1=CC2=C(N(C=N2)C2=CC=C(C(=N2)N2N=C(C=3CNCCC32)C(F)(F)F)C(C)=O)C=C1